C(C)(C)(C)OC(=O)N1C[C@@H](N(CC1)C=1C2=C(N=CN1)N(C=C2Br)C2=CC(=CC=C2)Cl)C (S)-4-(5-bromo-7-(3-chlorophenyl)-7H-pyrrolo[2,3-d]pyrimidin-4-yl)-3-methylpiperazine-1-carboxylic acid tert-butyl ester